ClC=1C=C(C=C(C1)C=NCCC1=CC=CC=C1)O 3-chloro-5-((phenethylimino)methyl)phenol